C[C@@H](CC(=O)OCC)CCCOC1=C(C=CC=C1)CN1C(=NC=C1C)C1=CC=C(C=C1)OC(F)(F)F ethyl (R)-3-methyl-6-(2-((5-methyl-2-(4-(trifluoromethoxy)phenyl)-1H-imidazol-1-yl)methyl)phenoxy)hexanoate